Boc-10-aminodecanoic acid CC(C)(C)OC(=O)NCCCCCCCCCC(=O)O